C=C1CCN2C3C(CC12)C3 5-methylenehexahydrocyclopropa[b]pyrrolizin